N-(5-cyclopropyl-1H-pyrazol-3-yl)-2-(1-(4-methylthiazol-2-yl)-1H-pyrazol-3-yl)acetamide C1(CC1)C1=CC(=NN1)NC(CC1=NN(C=C1)C=1SC=C(N1)C)=O